N,N'-dimethyl-1,3-adamantanediamine CNC12CC3(CC(CC(C1)C3)C2)NC